(R)-2-((tert-butoxycarbonyl)amino)-2-(4-hydroxyphenyl)acetic acid C(C)(C)(C)OC(=O)N[C@@H](C(=O)O)C1=CC=C(C=C1)O